ClC=1C(=CC=C2N=CC(=NC12)C=1C=NN(C1)CC(=O)N1CC(CC1)O)OC1=CC2=C(N=C(N2COCC[Si](C)(C)C)C)C=C1 2-[4-[8-chloro-7-[2-methyl-3-(2-trimethylsilylethoxymethyl)benzimidazol-5-yl]oxy-quinoxalin-2-yl]pyrazol-1-yl]-1-(3-hydroxypyrrolidin-1-yl)ethanone